C(CCC)N=C1N(P(N(CC1)C)N(CC)CC)C Butylimino-2-diethylamino-1,3-dimethylperhydro-1,3,2-diazaphosphorine